N-(3'-(1,1-dioxido-4-oxo-1,2,5-thiadiazolidin-2-yl)-2'-fluoro-4'-hydroxy-[1,1'-biphenyl]-4-yl)cyclobutanesulfonamide O=S1(N(CC(N1)=O)C=1C(=C(C=CC1O)C1=CC=C(C=C1)NS(=O)(=O)C1CCC1)F)=O